9-(4-bromophenyl)-6-(2-nitrophenyl)sulfonyl-1,6-diazabicyclo[6.2.0]dec-3-ene BrC1=CC=C(C=C1)C1C2CN(CC=CCN2C1)S(=O)(=O)C1=C(C=CC=C1)[N+](=O)[O-]